N-(4,4-Dimethylpent-2-yn-1-yl)-4-(3-(4-methylpiperazin-1-yl)azetidin-1-yl)-1H-benzo[d]imidazole-1-carboxamide CC(C#CCNC(=O)N1C=NC2=C1C=CC=C2N2CC(C2)N2CCN(CC2)C)(C)C